3-((2-chloro-5-(5-(oxetan-3-yloxy)pyrazin-2-yl)pyridin-4-yl)amino)-2,2-dimethylpropan-1-ol ClC1=NC=C(C(=C1)NCC(CO)(C)C)C1=NC=C(N=C1)OC1COC1